FC1=CC=C(C=C1)C1=C(COC2=CC=C(C=C12)OCCC=1NOC(N1)=O)CN1CCCC1 3-(2-((4-(4-fluorophenyl)-3-(pyrrolidin-1-ylmethyl)-2H-chromen-6-yl)oxy)ethyl)-1,2,4-oxadiazol-5(2H)-one